F[P-](F)(F)(F)(F)F.CN(C)C(=[N+]1N=[N+](C2=C1C=CC=C2)[O-])N(C)C 1-[bis(dimethylamino)methylene]-1H-benzotriazol-1-ium 3-oxide hexafluorophosphate